methyl 3-(9-((4-(aminomethyl)phenyl)carbamoyl)-4,5-dihydrobenzo[b]thieno[2,3-d]oxepin-8-yl)-6-(((1-hydroxycyclopropyl)methyl)carbamoyl)picolinate NCC1=CC=C(C=C1)NC(=O)C1=CC2=C(OCCC3=C2SC=C3)C=C1C=1C(=NC(=CC1)C(NCC1(CC1)O)=O)C(=O)OC